C(#N)C1=CC=C(C=C1)[C@@H](CC(=O)[O-])NCC.[Li+] lithium (R)-3-(4-cyanophenyl)-3-(ethylamino)propanoate